NC1CCC(CC1)CNC=1C=C(C=CC1C(F)(F)F)C1=NNC(O1)=O 5-[3-({[(1S,4s)-4-aminocyclohexyl]methyl}amino)-4-(trifluoromethyl)phenyl]-1,3,4-oxadiazol-2(3H)-one